C(#N)C1=NC=CC(=C1)C=1C=NC=C(C1)C=1CN(CC1)C(=O)OC(C)(C)C tert-Butyl 3-(2'-cyano-3,4'-bipyridin-5-yl)-2,5-dihydro-1H-pyrrole-1-carboxylate